methyl (2S,3R)-4-[2-(2-bromo-4-chlorophenyl)ethyl]-3-(2-naphthyl)-5-oxo-2-piperazinecarboxylate BrC1=C(C=CC(=C1)Cl)CCN1[C@@H]([C@H](NCC1=O)C(=O)OC)C1=CC2=CC=CC=C2C=C1